(2S,4R)-6-chloro-4-hydroxy-N-(3-{1-[6-(trifluoromethyl)pyridin-3-yl]-1H-pyrazol-4-yl}bicyclo[1.1.1]pentan-1-yl)-3,4-dihydro-2H-1-benzopyran-2-carboxamide ClC=1C=CC2=C([C@@H](C[C@H](O2)C(=O)NC23CC(C2)(C3)C=3C=NN(C3)C=3C=NC(=CC3)C(F)(F)F)O)C1